C(=O)(OCC1=CC=CC=C1)N[C@@]([C@@H](C)CC)(C(=O)O)[2H] N-Cbz-L-isoleucine-2-d